(S)-7-((5,6-dihydro-[1,2,4]triazolo[1,5-a]pyrazin-7(8H)-yl)methyl)-5-methyl-3-(tritylamino)-2,3-dihydrobenzo[b][1,4]oxazepin-4(5H)-one N=1C=NN2C1CN(CC2)CC2=CC1=C(OC[C@@H](C(N1C)=O)NC(C1=CC=CC=C1)(C1=CC=CC=C1)C1=CC=CC=C1)C=C2